COC1=CC=C(C=C1)CN(C(OC(C)(C)C)=O)CCOC=1C(=NC=CC1)OC[C@@H]1NCCC1 tert-butyl N-[(4-methoxyphenyl)methyl]-N-[2-({2-[(2R)-pyrrolidin-2-ylmethoxy]pyridin-3-yl}oxy)ethyl]carbamate